CC(C(N)(C)C)(CCCCN)C tetramethyl-1,6-diaminohexane